C(C(=C)C)(=O)OC1=CC=C(C=C1)C1=CC=C(C=C1)C(=O)O 4'-(methacryloyloxy)-[1,1'-biphenyl]-4-carboxylic acid